(t-butoxycarbonylamino)-2,2-dimethylpropionate C(C)(C)(C)OC(=O)NCC(C(=O)[O-])(C)C